COC(=O)C1=C(C(=NN1C=1SC(=C(N1)N1CCN(CC1)C(C)=O)SC(C)C)C)Br 1-(4-(4-Acetylpiperazin-1-yl)-5-(isopropylsulfanyl)thiazol-2-yl)-4-bromo-3-methyl-1H-pyrazole-5-carboxylic acid methyl ester